[(7R,9aR)-7-(4-chlorophenyl)-1,3,4,6,7,8,9,9a-octahydropyrido[1,2-a]pyrazin-2-yl]-(4-chloro-1-methylpyrrolo[2,3-b]pyridin-5-yl)methanone ClC1=CC=C(C=C1)[C@H]1CC[C@H]2N(CCN(C2)C(=O)C=2C(=C3C(=NC2)N(C=C3)C)Cl)C1